3-{5-[(R)-(1,3-Dimethyl-azetidin-3-yl)-hydroxy-(4-isopropyl-phenyl)-methyl]-pyridin-3-yl}-1-(1,5-dimethyl-1H-pyrazol-3-yl)-propan-1-ol CN1CC(C1)(C)[C@@](C=1C=C(C=NC1)CCC(O)C1=NN(C(=C1)C)C)(C1=CC=C(C=C1)C(C)C)O